methylenebis-(2-ethyl-6-methylaniline) C(NC1=C(C=CC=C1C)CC)NC1=C(C=CC=C1C)CC